FC(C=1C=C(C=CC1)C=1C=C2C(=NC1)C=NN2CC2=NC=NO2)(F)F 5-[[6-[3-(Trifluoromethyl)phenyl]pyrazolo[4,3-b]pyridin-1-yl]methyl]-1,2,4-oxadiazole